4-oxo-4,5-dihydropyrrolo[1,2-a]quinoxaline-7-carboxylic acid ethyl ester C(C)OC(=O)C=1C=C2NC(C=3N(C2=CC1)C=CC3)=O